C(C1CO1)N1CCOCC1 4-(2,3-epoxypropyl)morpholine